Butyric acid 6-oxo-1-propyl-8-[1-(3-trifluoromethyl-benzyl)-1H-pyrazol-4-yl]-1,6-dihydro-purin-7-ylmethyl ester O=C1C=2N(C(=NC2N=CN1CCC)C=1C=NN(C1)CC1=CC(=CC=C1)C(F)(F)F)COC(CCC)=O